NCCOC1=CC=C(C=C1)[C@@H]1COC2=C1C=C(C=C2C(=O)NC)C(=O)NC2[C@H]1COC[C@@H]21 |o1:10| (S*)-3-(4-(2-Aminoethoxy)phenyl)-N5-((1R,5S,6r)-3-oxabicyclo[3.1.0]hexan-6-yl)-N7-methyl-2,3-dihydrobenzo-furan-5,7-dicarboxamid